[C@@H]12N(C[C@@H](NC1)C2)C=2N=C1C(=C(C=NC1=CC2)C#N)NC2=C(C(=CC=C2)Cl)F 6-((1S,4S)-2,5-diazabicyclo[2.2.1]heptan-2-yl)-4-((3-chloro-2-fluorophenyl)amino)-1,5-naphthyridine-3-carbonitrile